P(OC1=C(C=C(C=C1)CCCC)CCCC)(OC1=C(C=C(C=C1)CCCC)CCCC)OC1=C(C=C(C=C1)CCCC)CCCC tri(2,4-dibutyl phenyl) phosphite